CN(C)CC=1C(=C(C(=O)[O-])C=C(C1)[N+](=O)[O-])F 3-((dimethylamino) methyl)-2-fluoro-5-nitrobenzoate